C(C=C)(=O)OCCCN(CC)CC N,N-diethylaminopropyl acrylate